Ethyl 3-cyclopropyl-1-((4-fluorobicyclo[2.2.1]heptan-1-yl)methyl)-4-(trifluoromethyl)-1H-pyrazole-5-carboxylate C1(CC1)C1=NN(C(=C1C(F)(F)F)C(=O)OCC)CC12CCC(CC1)(C2)F